N[C@@H](C(=O)O)[C@H](CC)O (2R,3S)-2-AMINO-3-HYDROXY-PENTANOIC ACID